ClC(CCCC(=O)NC=1C=CC=C2C=CC=NC12)C 5-Chloro-N-(quinolin-8-yl)hexanamide